OC=1C=C2C(=NC=NN2C1)C1=CC(=C(C=C1)CNC(OC(C)(C)C)=O)C tert-butyl N-[[4-(6-hydroxypyrrolo[2,1-f][1,2,4]triazin-4-yl)-2-methyl-phenyl]methyl]carbamate